BrC1=CC(=C(C=C1)N1[C@@H](CN(CC1)C(=O)OC(C)(C)C)CC)C(=O)OC tert-butyl (3R)-4-[4-bromo-2-(methoxycarbonyl)phenyl]-3-ethylpiperazine-1-carboxylate